4-(4-((1R,5S)-3,8-diazabicyclo[3.2.1]octan-3-yl)-8-fluoro-2-(((2R,7aS)-2-fluorotetrahydro-1H-pyrrolizin-7a(5H)-yl)methoxy)quinazolin-7-yl)-3-ethylbenzofuran-6-ol [C@H]12CN(C[C@H](CC1)N2)C2=NC(=NC1=C(C(=CC=C21)C2=CC(=CC1=C2C(=CO1)CC)O)F)OC[C@]12CCCN2C[C@@H](C1)F